tert-butyl-(3-(3-(2,4-dioxotetrahydropyrimidin-1(2H)-yl)-2-methylphenyl)propyl)carbamate C(C)(C)(C)OC(NCCCC1=C(C(=CC=C1)N1C(NC(CC1)=O)=O)C)=O